N=1C=CN2C1C=CC(=C2)C=2C=C1CCN=CC1=CC2 6-(imidazo[1,2-a]pyridin-6-yl)-3,4-dihydroisoquinoline